1,2,3,4-butane-tetracarboxylic acid-1,2,3-tris(1,2,2,6,6-pentamethyl-4-piperidinyl)-4-tridecyl ester CN1C(CC(CC1(C)C)CC(C(C(CCCCCCCCC)OC(=O)CC(C(CC(=O)O)C(=O)O)C(=O)O)C1CC(N(C(C1)(C)C)C)(C)C)C1CC(N(C(C1)(C)C)C)(C)C)(C)C